CC1=C(C(=C(C=C1)C)C)C Tetramethyl-benzene